C(CCCCC)C(=O)[C@@H](O)[C@@H](O)[C@H](O)[C@H](O)CO hexylmannose